bromo-8-fluoro-2-(((2r,7as)-2-fluorohexahydro-1H-pyrrolizin-7a-yl)methoxy)-N,N-dimethylquinazolin-4-amine BrC1=C2C(=NC(=NC2=C(C=C1)F)OC[C@]12CCCN2C[C@@H](C1)F)N(C)C